bis(4-(oxiran-2-ylmethoxy)benzyloxy)methane O1C(C1)COC1=CC=C(COCOCC2=CC=C(C=C2)OCC2OC2)C=C1